5-bromo-4-fluoro-1,3-dihydrobenzo[C]thiophene BrC1=C(C2=C(CSC2)C=C1)F